uranium calcium salt [Ca].[U]